N-(3-(4-aminocarbonylphenyl)pyridin-4-yl)-7-(cyclopropylsulfonylamino)quinazoline-2-carboxamide NC(=O)C1=CC=C(C=C1)C=1C=NC=CC1NC(=O)C1=NC2=CC(=CC=C2C=N1)NS(=O)(=O)C1CC1